4-methyl-N-((6-methyl-4-(methylthio)-2-oxo-1,2-dihydropyridin-3-yl)methyl)-7-(oxazol-4-yl)spiro[benzo[d][1,3]dioxole-2,1'-cyclohexane]-5-carboxamide CC1=C(C=C(C=2OC3(CCCCC3)OC21)C=2N=COC2)C(=O)NCC=2C(NC(=CC2SC)C)=O